C(C)(C)C1=C(C(=C2C(=N1)CCC2)NC(OCC(Cl)(Cl)Cl)=O)C 2,2,2-trichloroethyl (2-isopropyl-3-methyl-6,7-dihydro-5H-cyclopenta[b]-pyridin-4-yl)carbamate